di(n-propyl) sulfide C(CC)SCCC